C(C1=CC=CC=C1)N1C=C2N(C(NC(=C2C=C1)N1CC(N(CC1)C(=O)OC(C)(C)C)CC#N)=O)C1=C(C=CC=C1)C(C)C 7-benzyl-4-(4-(tert-butoxycarbonyl)-3-(cyanomethyl)piperazin-1-yl)-1-(2-isopropylphenyl)-2-oxo-1,2-dihydropyrido[3,4-d]pyrimidine